N-ethyl-5-ethylsulfanyl-4-[3-methyl-6-(trifluoromethyl)imidazo[4,5-c]pyridin-2-yl]-2-nitro-aniline C(C)NC1=C(C=C(C(=C1)SCC)C1=NC2=C(C=NC(=C2)C(F)(F)F)N1C)[N+](=O)[O-]